C(C)C1C(CC(C1)CC)O 2,4-diethylcyclopentanol